acryloxymethylstyrene C(C=C)(=O)OCC=CC1=CC=CC=C1